FC1=C(C=CC(=C1)[N+](=O)[O-])N1C[C@@H]2[C@H](C1)CN(C2)C(=O)OC(C)(C)C tert-butyl (3aR,6aS)-5-(2-fluoro-4-nitrophenyl)hexahydropyrrolo[3,4-c]pyrrole-2(1H)-carboxylate